CC=1N=C(C2=C(N1)OC=C2C(=O)NC2=NC=C(C=C2)C)NC2(CC2)C methyl-4-[(1-methylcyclopropyl)amino]-N-(5-methylpyridin-2-yl)furo[2,3-d]pyrimidine-5-carboxamide